N-ACETYL-D-MANNOSAMINE MONOHYDRATE CC(=O)N[C@H]1[C@H]([C@@H]([C@H](O[C@@H]1O)CO)O)O